ClC=1C=C(C(=O)NC2=C(C(=CC=C2)C(=O)C=2C=C3N=C(C=NC3=CC2)N2CCOCC2)F)C=CC1C(F)(F)F 3-chloro-N-(2-fluoro-3-(3-morpholinoquinoxaline-6-carbonyl)phenyl)-4-(trifluoromethyl)benzamide